methyl 5-methoxy-3-methyl-2-(11-methyl-10-oxo-1,11,19-triazatricyclo[10.5.2.015,18]nonadeca-12(19),13,15(18),16-tetraen-17-yl)imidazo[1,2-a]pyridine-7-carboxylate COC1=CC(=CC=2N1C(=C(N2)C2=CC=1C=CC=3N(C(CCCCCCCCN2C1N3)=O)C)C)C(=O)OC